tert-butyl N-[(1R)-1-(difluoromethoxymethyl)-2-hydroxy-ethyl]carbamate FC(OC[C@@H](CO)NC(OC(C)(C)C)=O)F